rac-(2R,5S)-tert-butyl 2-(4-fluorophenyl)-4-isobutyryl-5-methylpiperazine-1-carboxylate FC1=CC=C(C=C1)[C@H]1N(C[C@@H](N(C1)C(C(C)C)=O)C)C(=O)OC(C)(C)C |r|